2-[5-(2-chloro-3-fluoro-phenyl)-2,6-dioxo-3-[2-oxo-2-[4-(2-oxo-4,5-dihydro-1H-1,3-benzodiazepin-3-yl)-1-piperidyl]ethyl]pyrimidin-1-yl]acetamide ClC1=C(C=CC=C1F)C1=CN(C(N(C1=O)CC(=O)N)=O)CC(N1CCC(CC1)N1C(NC2=C(CC1)C=CC=C2)=O)=O